6-cyclohexyl-8-methylphenanthridine C1(CCCCC1)C=1N=C2C=CC=CC2=C2C=CC(=CC12)C